C(C)(C)(C)OC[C@H](C(=O)OC)N1CCN(CCN(CCN(CC1)C(=O)OCC1=CC=CC=C1)[C@H](C(=O)OC)CCCC1=CC=C(C=C1)OCCOCCOCC)C(=O)OCC1=CC=CC=C1 dibenzyl 4-[(2R)-3-tert-butoxy-1-methoxy-1-oxopropan-2-yl]-10-[(2S)-5-{4-[2-(2-ethoxyethoxy)ethoxy]phenyl}-1-methoxy-1-oxopentan-2-yl]-1,4,7,10-tetraazacyclododecane-1,7-dicarboxylate